C1(CC1)C=1NC(=CN1)C1=CC=2C(N(C=C(C2O1)C=1C=C(C=CC1OC1=C(C=C(C=C1)F)F)NS(=O)(=O)CC)C)=O N-(3-(2-(2-cyclopropyl-1H-imidazol-5-yl)-5-methyl-4-oxo-4,5-dihydrofuro[3,2-c]pyridine-7-yl)-4-(2,4-difluorophenoxy)phenyl)ethanesulfonamide